7-dimethylamino-2-oxo-1,2-dihydroquinoline-3-carboxylic acid pentafluorophenyl ester FC1=C(C(=C(C(=C1OC(=O)C=1C(NC2=CC(=CC=C2C1)N(C)C)=O)F)F)F)F